1-(4-hydroxy-2-(5-(p-tolyl)-1H-imidazol-2-yl)piperidin-1-yl)-2-(methylthio)propan-1-one OC1CC(N(CC1)C(C(C)SC)=O)C=1NC(=CN1)C1=CC=C(C=C1)C